4-(3,4-dimethoxyphenyl)-2-(trifluoromethyl)pyrimidine-5-carbonyl chloride COC=1C=C(C=CC1OC)C1=NC(=NC=C1C(=O)Cl)C(F)(F)F